2-hydroxy-N-(4-(phenylamino)phenyl)benzamide OC1=C(C(=O)NC2=CC=C(C=C2)NC2=CC=CC=C2)C=CC=C1